C(#N)[C@H]1[C@@H](CCCC1)N1N=C(C(=C1)C(=O)N)NC=1C=CC2=C(C(=CB(O2)O)C(C)C)C1 1-(trans-2-cyanocyclohexyl)-3-[(2-hydroxy-4-isopropyl-1,2-benzoxaborinin-6-yl)amino]pyrazole-4-carboxamide